ClC1=C(C=CC2=C1C(=N[C@H](C=1N2N=C(N1)NC(=O)NC1COC1)C)C1=C(C=CC=C1F)F)C(F)(F)F 1-[(4S)-7-chloro-6-(2,6-difluorophenyl)-4-methyl-8-(trifluoromethyl)-4H-[1,2,4]triazolo[1,5-a][1,4]benzodiazepin-2-yl]-3-(oxetan-3-yl)urea